CN1C=NC=C1C=O (3-methyl-3H-imidazol-4-yl)-methanone